N-(4-(2-((7-amino-2-(furan-2-yl)-[1,2,4]triazolo[1,5-a][1,3,5]triazin-5-yl)amino)ethyl)phenyl)pivalamide NC1=NC(=NC=2N1N=C(N2)C=2OC=CC2)NCCC2=CC=C(C=C2)NC(C(C)(C)C)=O